1-(furan-2-ylmethyl)-2,5-dimethyl-1H-pyrrole-3-carbaldehyde O1C(=CC=C1)CN1C(=C(C=C1C)C=O)C